C1(=CC=CC=C1)OC(C(C(=O)OC1=CC=CC=C1)(CC(C)C)CC=C(C)Cl)=O 2-(3-chloro-2-butenyl)-2-isobutyl-malonic acid diphenyl ester